C1(CC1)S(=O)(=O)C1=CC=C(C=C1)NC1=NC=CC2=CC(=C(C=C12)OCC)OCC N-[4-(cyclopropylsulfonyl)phenyl]-6,7-diethoxyisoquinolin-1-amine